3,4-dihydroxycinnamic acid trilithium salt [Li+].[Li+].[Li+].OC=1C=C(C=CC(=O)[O-])C=CC1O.OC=1C=C(C=CC(=O)[O-])C=CC1O.OC=1C=C(C=CC(=O)[O-])C=CC1O